N-methyl-N-[4-[6-(3-pyridylmethylcarbamoyl)-3-pyridyl]phenyl]carbamic acid ethyl ester C(C)OC(N(C1=CC=C(C=C1)C=1C=NC(=CC1)C(NCC=1C=NC=CC1)=O)C)=O